FC(C=1C=C(C=CC1)C1=CC=C(C=C1)[C@H]1[C@@H](C1)NC1CNCC1)(F)F N-((trans)-2-(3'-(trifluoromethyl)-[1,1'-biphenyl]-4-yl)cyclopropyl)pyrrolidin-3-amine